COC1=C(C=CC=C1)C1=NSC(N1)=O 3-(2-methoxyphenyl)-1,2,4-thiadiazol-5(4H)-one